(R)-1-(but-2-ynoyl)tetrahydropyrrol-3-yl 4-((3-isopropyl-5-methyl-3H-imidazo[4,5-b]pyridin-7-yl)amino)piperidine-1-carboxylate C(C)(C)N1C=NC=2C1=NC(=CC2NC2CCN(CC2)C(=O)O[C@H]2CN(CC2)C(C#CC)=O)C